(4-bromo-2-pyridinyl)propan-2-ol BrC1=CC(=NC=C1)CC(C)O